BrC=1C=C2C(=C(NC2=CC1)C1=CC=C(C=C1)F)CC(=O)N1CCN(CC1)C(\C=C\C1=CC(=CC=C1)Br)=O (E)-1-(4-(2-(5-bromo-2-(4-fluorophenyl)-1H-indol-3-yl)acetyl)piperazin-1-yl)-3-(3-bromophenyl)prop-2-en-1-one